(S)-N-((3,5-dichloropyridin-2-yl)methyl)-5-fluoro-8-oxo-5,6,7,8-tetrahydroquinoline-5-carboxamide ClC=1C(=NC=C(C1)Cl)CNC(=O)[C@]1(C=2C=CC=NC2C(CC1)=O)F